(1r,5s,6r)-6-(3-(5-(difluoromethoxy)pyridin-3-yl)-1-isopropyl-1H-1,2,4-triazol-5-yl)bicyclo[3.1.0]hexane-3-one FC(OC=1C=C(C=NC1)C1=NN(C(=N1)C1[C@H]2CC(C[C@@H]12)=O)C(C)C)F